COC1=CC=C(C=C1)CN(C1=CC(=C(C(=N1)C1=C(C=C2C(=NC(=NC2=C1F)F)N1CC2CCC(C1)N2C(=O)OC(C)(C)C)C(F)(F)F)I)C)CC2=CC=C(C=C2)OC tert-butyl 3-[7-[6-[bis[(4-methoxyphenyl)methyl]amino]-3-iodo-4-methyl-2-pyridyl]-2,8-difluoro-6-(trifluoromethyl)quinazolin-4-yl]-3,8-diazabicyclo[3.2.1]octane-8-carboxylate